(R)-5-(4-chloro-2-methyl-2H-indazol-5-yl)-3-methyl-2-(3-methyl-piperazin-1-yl)-3,7-dihydro-4H-pyrrolo[2,3-d]pyrimidin-4-one ClC=1C2=CN(N=C2C=CC1C1=CNC=2N=C(N(C(C21)=O)C)N2C[C@H](NCC2)C)C